ClC=1C(=CC(=C(C1)NN)C(F)(F)F)F [5-chloro-4-fluoro-2-(trifluoromethyl)phenyl]hydrazine